ClC1=C(C(=CC=C1)Cl)C=1C(N=CN2N=C(C=CC21)OC2CC(C2)(F)F)=O 5-(2,6-dichlorophenyl)-2-(3,3-difluorocyclobutoxy)-6H-pyrimido[1,6-b]pyridazin-6-one